ClC(=CC1=CN=C(N1C)C1=NC=C(C=C1S(=O)(=O)CC)C1CC1)C(F)(F)F 2-(5-(2-chloro-3,3,3-trifluoropropan-1-en-1-yl)-1-methyl-1H-imidazol-2-yl)-5-Cyclopropyl-3-(ethylsulfonyl)pyridine